O1C(=NC2=C1C=CC=C2)C2=C(C(=CC(=C2)C2=CC=C(C=C2)C=2C=NC=CC2)C2=CC=C(C=C2)C=2C=NC=CC2)[O-].[Li+] lithium 2-(benzoxazol-2-yl)-4,6-bis(4-(pyridin-3-yl)phenyl)phenolate